(3-((tetrahydro-2H-pyran-4-yl)methoxy)pyridin-4-yl)pyrazin-2-amine O1CCC(CC1)COC=1C=NC=CC1C=1C(=NC=CN1)N